(tert-butyl 1-((5-amino-1-tosyl-1H-pyrrolo[2,3-b]pyridin-4-yl) amino) azetidin-3-yl) carbamate C(N)(OC1C(N(C1)NC1=C2C(=NC=C1N)N(C=C2)S(=O)(=O)C2=CC=C(C)C=C2)C(C)(C)C)=O